1-hydroxy-3-methyl-3H-2,1-benzoxaborol-5-amine OB1OC(C2=C1C=CC(=C2)N)C